BrC=1C=C2C(OCC=3C=NC(=CC3C=3C(=CC(=C(NS(C(C1OC)=C2)(=O)=O)C3)Cl)F)OC)=O 13-bromo-19-chloro-21-fluoro-4,14-dimethoxy-16,16-dioxo-9-oxa-16λ6-thia-5,17-diazatetracyclo[16.3.1.111,15.02,7]tricosa-1(22),2(7),3,5,11,13,15(23),18,20-nonaen-10-one